C1(=CC=CC=C1)S(=O)(=O)[O-] benzene-1-sulfonate